[Si](C)(C)(C(C)(C)C)OC=1C=C(C=CC1F)CN 1-{3-[(tert-butyldimethylsilyl)oxy]-4-fluorophenyl}methanamine